FC1(C(CN(CC1)C(C(=O)NC1=NC=C(C=C1)OC1=CC=C(C=C1)F)C)C1=CN(C(C=C1)=O)CCS(=O)(=O)C)F 2-(4,4-difluoro-3-(1-(2-(methylsulfonyl)ethyl)-6-oxo-1,6-dihydropyridin-3-yl)piperidin-1-yl)-N-(5-(4-fluorophenoxy)pyridin-2-yl)propionamide